4-(3-((((3,5-dichlorobenzyl)oxy)carbonyl)amino)-1-ethyl-1H-indol-5-yl)piperazine-1-carboxylic acid tert-butyl ester C(C)(C)(C)OC(=O)N1CCN(CC1)C=1C=C2C(=CN(C2=CC1)CC)NC(=O)OCC1=CC(=CC(=C1)Cl)Cl